F[C@@H]1CN(CC[C@@H]1NC1=NN2C(C(=N1)OC)=C(C=C2)C=2C=CC1=C(N(C(=N1)C)CC(F)(F)F)C2)C(C([2H])([2H])[2H])=O 1-((3R,4S)-3-fluoro-4-((4-methoxy-5-(2-methyl-1-(2,2,2-trifluoroethyl)-1H-benzo[d]imidazol-6-yl)pyrrolo[2,1-f][1,2,4]triazin-2-yl)amino)piperidin-1-yl)ethan-1-one-2,2,2-d3